CN1N=NC2=C1C=CC(=C2)CNC(=O)[C@H]2NC[C@@H](C2)CC2CCC1(CC1)CC2 (2S,4R)-N-[(1-methylbenzotriazol-5-yl)methyl]-4-(spiro[2.5]octan-6-ylmethyl)pyrrolidine-2-carboxamide